sodium borate dioxalate C(C(=O)O)(=O)[O-].C(C(=O)O)(=O)O.B(O)(O)O.[Na+]